C1(CCC1)OC1CN(C1)C1=CC(N(N=C1)CC=1N(N=NC1C1=NC=C(C=N1)C(F)(F)F)C)=O 5-[3-(cyclobutoxy)azetidin-1-yl]-2-[[3-methyl-5-[5-(trifluoromethyl)pyrimidin-2-yl]triazol-4-yl]methyl]pyridazin-3-one